2-Chloro-5-(2,2-difluoroethoxy)benzenesulfonamide ClC1=C(C=C(C=C1)OCC(F)F)S(=O)(=O)N